N(N)C1=C(C#N)C=CC=C1 hydrazineylbenzonitrile